(S)-N'-((4-cyano-2,6-diisopropylphenyl)carbamoyl)-4-(methylsulfonyl)benzene-sulfonimidamide C(#N)C1=CC(=C(C(=C1)C(C)C)NC(=O)N=[S@@](=O)(N)C1=CC=C(C=C1)S(=O)(=O)C)C(C)C